ClC1=C(C(=CC=C1)F)C1=NCC(NC=2SC=3C(CCC3C12)C(=O)OCC)=O ethyl 13-(2-chloro-6-fluoro-phenyl)-10-oxo-7-thia-9,12-diazatricyclo[6.5.0.02,6]trideca-1(8),2(6),12-triene-5-carboxylate